(6-(2-(isobutylamino)pyrrolo[2,1-f][1,2,4]triazin-5-yl)imidazo[1,2-a]pyridin-3-yl)(pyrrolidin-1-yl)methanone C(C(C)C)NC1=NN2C(C=N1)=C(C=C2)C=2C=CC=1N(C2)C(=CN1)C(=O)N1CCCC1